C(#N)C1=NC2=CC(=CC(=C2N=C1N1CCN(CC1)C1=CC=C(C=C1)C#N)[C@@H](C)NC1=C(C(=O)O)C=CC=C1)C (R)-2-((1-(2-cyano-3-(4-(4-cyanophenyl)piperazin-1-yl)-7-methylquinoxalin-5-yl)ethyl)amino)benzoic acid